C(C)OC(=O)C=1C(N(N=C(C1N(C)C(CC(=O)OCC)=O)C1=CC(=CC=C1)[N+](=O)[O-])C1CC1)=O.C(C)(C)(CCC)OOC1(CCCCC1)OOC(C)(C)CCC 1,1-di(tert-hexyl-peroxy)cyclohexane ethyl-2-cyclopropyl-5-(3-ethoxy-N-methyl-3-oxopropionylamino)-6-(3-nitrophenyl)-3-oxopyridazine-4-carboxylate